NC1=CC=C(C=N1)/C=C/C(=O)NCC=1OC2=C(C1)C=C(C=C2C(F)(F)F)C2=NC=C(C(=C2)C(=O)N2CCOCC2)F (E)-3-(6-aminopyridin-3-yl)-N-((5-(5-fluoro-4-(morpholine-4-carbonyl)pyridin-2-yl)-7-(trifluoromethyl)benzofuran-2-yl)methyl)acrylamide